FC=1C=NC(=NC1)N[C@@H]1CN(CC[C@H]1OCC1=CC=C(C=C1)C(F)(F)F)C(=O)OC(C)(C)C tert-butyl (3R,4R)-3-((5-fluoropyrimidin-2-yl)amino)-4-((4-(trifluoromethyl)benzyl)oxy)piperidine-1-carboxylate